2'-chloro-N-(7-[(dimethylcarbamoyl)methoxy]-[1,3]thiazolo[5,4-d]pyrimidin-2-yl)-5'-methoxy-6-methyl-[4,4'-bipyridine]-3-carboxamide ClC1=NC=C(C(=C1)C1=C(C=NC(=C1)C)C(=O)NC=1SC=2N=CN=C(C2N1)OCC(N(C)C)=O)OC